(±)-(4Z)-4-(1,3-Benzothiazol-6-ylmethylene)-2-[(2-methoxy-2-phenyl-ethyl)amino]-1H-imidazol-5-one S1C=NC2=C1C=C(C=C2)\C=C\2/N=C(NC2=O)NC[C@@H](C2=CC=CC=C2)OC |r|